The molecule is an enoate ester obtained by formal condensation of the carboxy group of methacrylic acid with the hydroxy group of glycidol. It is an enoate ester and an epoxide. It derives from a methacrylic acid and a glycidol. CC(=C)C(=O)OCC1CO1